ONC(\C=C\C1=C(C=CC=C1)N1CCN(CC1)C(C1=NC=C(C=C1)C(C)C)=O)=O (E)-N-hydroxy-3-(2-(4-(5-isopropylpicolinoyl)piperazin-1-yl)phenyl)acrylamide